FC1=CC=C(C=C1)N1C[C@@H](N(CC1)CC[C@@H]1N(C(C2(C1)CCN(CC2)C(=O)OC(C)(C)C)=O)C)C tert-butyl (R)-3-(2-((S)-4-(4-fluorophenyl)-2-methylpiperazin-1-yl)ethyl)-2-methyl-1-oxo-2,8-diazaspiro[4.5]decane-8-carboxylate